N12CCN(CCNCCN(CCN(CCNCC1)CC(C(F)(F)F)O)CCNCCNCC2)CC(C(F)(F)F)O 3,3'-(1,4,7,10,13,16,21,24-octaazabicyclo[8.8.8]hexacosane-4,13-diyl)bis(1,1,1-trifluoropropan-2-ol)